tert-butyl N-[3-amino-1-[2-[5,7-difluoro-2-(4-fluorophenyl)-1H-indol-3-yl]ethylcarbamoyl]-3-oxo-propyl]carbamate NC(CC(C(NCCC1=C(NC2=C(C=C(C=C12)F)F)C1=CC=C(C=C1)F)=O)NC(OC(C)(C)C)=O)=O